CC1(CNC2=C(O1)C=CC(=C2)S(=O)(=O)N2CC1=C(C2)CN(C1)C([C@H](CO)C1=CC=CC=C1)=O)C (S)-1-(5-((2,2-dimethyl-3,4-dihydro-2H-benzo[b][1,4]oxazin-6-yl)sulfonyl)-3,4,5,6-tetrahydropyrrolo[3,4-c]pyrrol-2(1H)-yl)-3-hydroxy-2-phenylpropan-1-one